3-(((7-(2-Aminopyrimidin-4-yl)-2,3-dihydrofuro[3,2-c]pyridin-4-yl)amino)methyl)-N-((1-(methoxymethyl)cycloprop-yl)methyl)benzamide NC1=NC=CC(=N1)C=1C2=C(C(=NC1)NCC=1C=C(C(=O)NCC3(CC3)COC)C=CC1)CCO2